[C@H]12CC(C[C@H](CC1)N2)OC2=CC=C(N=N2)C2=C(C=C(C=C2)C=2OC(=NN2)C)O 2-(6-(((1R,3S,5S)-8-azabicyclo[3.2.1]oct-3-yl)oxy)pyridazin-3-yl)-5-(5-methyl-1,3,4-oxadiazol-2-yl)phenol